2-((3-(dimethylamino)azetidin-1-yl)methyl)acrylic acid CN(C1CN(C1)CC(C(=O)O)=C)C